3-(6-oxo-1'-(3-phenoxybenzyl)-6,8-dihydro-2H,7H-spiro[furo[2,3-e]isoindole-3,4'-piperidin]-7-yl)piperidine-2,6-dione O=C1N(CC2=C3C(=CC=C12)C1(CCN(CC1)CC1=CC(=CC=C1)OC1=CC=CC=C1)CO3)C3C(NC(CC3)=O)=O